ClC1=CC(=C2C(=C(NC2=C1Cl)CO)C=1C=NNC1)NC(C)=O N-(6,7-dichloro-2-(hydroxymethyl)-3-(1H-pyrazol-4-yl)-1H-indol-4-yl)acetamide